tert-butyl (21-chloro-3,6,9,12,15-pentaoxahenicos-1-yl)carbamate ClCCCCCCOCCOCCOCCOCCOCCNC(OC(C)(C)C)=O